ClC1=CC=C(C(=N1)C(=O)O)N[C@H](C)C1=C2N=C(C(=NC2=CC(=C1)C)C#N)N1C[C@H]2C([C@H]2C1)C(F)(F)F 6-chloro-3-(((R)-1-(2-cyano-7-methyl-3-((1R,5S,6R)-6-(trifluoromethyl)-3-azabicyclo[3.1.0]hexan-3-yl)quinoxalin-5-yl)ethyl)amino)picolinic acid